Cl.N[C@@H](CS)C(=O)O L-Cysteine HCl